(R)-N-(4-((3-methoxy-pyrrolidin-1-yl)methyl)-pyridin-2-yl)-6-(5-methyl-1H-pyrazol-4-yl)benzo[d]thiazol-2-amine CO[C@H]1CN(CC1)CC1=CC(=NC=C1)NC=1SC2=C(N1)C=CC(=C2)C=2C=NNC2C